FC1=C(C(=O)NC=2C=NC(=CC2)N2CCN(CC2)C2=NC=CC=C2)C=CC(=C1)OC 2-Fluoro-4-methoxy-N-[6-[4-(2-pyridyl)piperazin-1-yl]-3-pyridyl]benzamid